tert-Butyl 4-hydroxymethylpiperidine-1-carboxylate OCC1CCN(CC1)C(=O)OC(C)(C)C